2-[2-Carboxy-2-(3-sulfanylpropyl)ethyl]benzoic acid C(=O)(O)C(CC1=C(C(=O)O)C=CC=C1)CCCS